C(C1=CC=CC=C1)(C1=CC=CC=C1)N1CC(C1)OCCOC(F)(F)F 1-benzhydryl-3-[2-(trifluoromethoxy)ethoxy]azetidine